FC(C=1C=C(C=CC1)N1CC(CC1=O)C(=O)NCC1=NC=CC=C1)F 1-[3-(difluoromethyl)phenyl]-5-oxo-N-(pyridin-2-ylmethyl)pyrrolidine-3-carboxamid